BrC1=C(C=C2C(=NC(=NC2=C1OC1CC1)OC[C@H]1N(CCC1)C)N1CC(N(CC1)C(=O)OC(C)(C)C)CC#N)Cl tert-butyl 4-(7-bromo-6-chloro-8-cyclopropoxy-2-(((S)-1-methylpyrrolidin-2-yl) methoxy)quinazolin-4-yl)-2-(cyanomethyl)piperazin-1-carboxylate